N-(7-fluoro-2,3-dihydro-1H-inden-4-yl)acetamide FC=1C=CC(=C2CCCC12)NC(C)=O